C(C)(=O)OCC(=O)N1CC2=C(NC=3C(=C(C=C(C23)Br)Cl)F)CC1 2-(9-bromo-7-chloro-6-fluoro-1,3,4,5-tetrahydro-2H-pyrido[4,3-b]indol-2-yl)-2-oxoethyl acetate